C[Si](C(CCCCCCCN(CC)CC)[SiH2]CNCCC[Si](OCC)(OCC)OCC)(OCC)OCC 1-methyldiethoxysilyl-8-(diethylamino)(triethoxysilylpropylamino)methylsilyloctane